CC1=NOC(=C1S(=O)(=O)N1CCC2(CC(CO2)NC[C@@H](COC=2C=C(C=CC2)S(=O)(=O)NCC)O)CC1)C 3-((2S)-3-(8-(3,5-dimethylisoxazol-4-ylsulfonyl)-1-oxa-8-azaspiro[4.5]decan-3-ylamino)-2-hydroxypropoxy)-N-ethylbenzenesulfonamide